COC=1C=C2C(=CC=NC2=CC1OC)OC1=CC2=C(N=C(S2)NC(CC2=C(C=CC(=C2)C(F)(F)F)Cl)=O)C=C1F N-(6-{[6,7-bis(methyloxy)quinolin-4-yl]oxy}-5-fluoro-1,3-benzothiazol-2-yl)-2-[2-chloro-5-(trifluoromethyl)phenyl]acetamide